methyl 5-methyl-6-oxo-1,6-dihydropyridin-3-carboxylate CC1=CC(=CNC1=O)C(=O)OC